Cl.C(C)(=O)N1CCN(CC1)C1=CC=C(C=C1)C1=CC=C(S1)CN1C(N(N=C1)C\C(=C\F)\CN)=O (5-[4-(4-Acetylpiperazin-1-yl)phenyl]thiophen-2-ylmethyl)-2-[(2E)-2-(aminomethyl)-3-fluoroprop-2-en-1-yl]-2,4-dihydro-3H-1,2,4-triazol-3-one hydrochloride